imidazo[1,2-a]pyridin-8-ylmethanol N=1C=CN2C1C(=CC=C2)CO